FC1(C(OC(O1)(S(=O)(=O)O)C(F)(F)F)=C(F)F)F perfluoro-methylene-methyl-dioxolane-sulfonic acid